Cl.N1N=CC(=C1)C=1C=CC(=C(C1)O)C=1SC2=C(C=NC(=C2)C=2CCNCC2)N1 5-(1H-pyrazol-4-yl)-2-[6-(1,2,3,6-tetrahydropyridin-4-yl)[1,3]thiazolo[4,5-c]pyridin-2-yl]phenol hydrochloride